tert-butyl N-[(1S)-2-[(4-bromo-1-methyl-pyrazol-3-yl) methoxy]-1-methyl-ethyl]-N-methyl-carbamate BrC=1C(=NN(C1)C)COC[C@H](C)N(C(OC(C)(C)C)=O)C